Cl.CNC N,N-dimethylamine hydrochloride